C1(=CC=CC=C1)C1=NC(=CC(=N1)C1=CC=C(C=C1)C1=CC(=NC=C1)N1C2=CC=C(C=C2C=2C=C(C=CC12)N1C2=CC=CC=C2C=2C=CC=CC12)N1C2=CC=CC=C2C=2C=CC=CC12)C1=CC=CC=C1 9'-(4-(4-(2,6-diphenylpyrimidin-4-yl)phenyl)pyridin-2-yl)-9'H-9,3':6',9''-tercarbazole